(6R)-6-benzyloxy-12-(benzyloxymethyl)-12-methyl-17-nitro-6,15-bis(trifluoromethyl)-19-oxa-3,4,13,18-tetraazatricyclo[12.3.1.12,5]nonadeca-1(18),2,4,9,14,16-hexa-ene C(C1=CC=CC=C1)O[C@]1(C2=NN=C(C=3C(=CC(=C(NC(CC=CCC1)(C)COCC1=CC=CC=C1)N3)C(F)(F)F)[N+](=O)[O-])O2)C(F)(F)F